1-(4-vinylbenzyl)-3,3'-methylenebis(5-hydroxy-1H-1,2,4-triazole) C(=C)C1=CC=C(CC(C2=NNC(=N2)O)C2=NNC(=N2)O)C=C1